N1=C(C=CC=2CCCNC12)CN1CC2(CN(C2)CCCC(=O)O)CC1 4-(6-((5,6,7,8-tetrahydro-1,8-naphthyridin-2-yl)methyl)-2,6-diazaspiro[3.4]octane-2-yl)butanoic acid